ClC1=C(C=C(C(=C1)OC1=CC(=CC=C1)Cl)S(N)(=O)=O)NC(CC1=C(C=CC=C1)Cl)=O N-[2-chloro-4-(3-chlorophenoxy)-5-sulfamylphenyl]-2-(2-chlorophenyl)acetamide